6-methoxy-2H-3,1-benzoxazine-2,4(1H)-dione COC=1C=CC2=C(C(OC(N2)=O)=O)C1